3-chloro-4-(1-(2,2,2-trifluoroethyl)azetidin-3-yl)aniline hydrochloride Cl.ClC=1C=C(N)C=CC1C1CN(C1)CC(F)(F)F